4-cyclopropyl-2-fluoro-benzamide C1(CC1)C1=CC(=C(C(=O)N)C=C1)F